methyl 2-(3,4-dichlorophenyl)-5-[1-(benzenesulfonyl)-1H-pyrrolo[2,3-b]pyridin-4-yl]-1-{[2-(trimethylsilyl) ethoxy] methyl}-1H-pyrrole-3-carboxylate ClC=1C=C(C=CC1Cl)C=1N(C(=CC1C(=O)OC)C1=C2C(=NC=C1)N(C=C2)S(=O)(=O)C2=CC=CC=C2)COCC[Si](C)(C)C